ClC=1C(=NC=C(C1)C(F)(F)F)CNC(=O)C1CN(C(C1)=O)CC(C)C N-[[3-chloro-5-(trifluoromethyl)pyridin-2-yl]methyl]-1-(2-methylpropyl)-5-oxopyrrolidine-3-carboxamid